(S)-6-benzhydryl-11-(benzyloxy)-10-oxo-6,10-dihydro-5H-imidazo[1,2-a]pyrido[2,1-c]pyrazine-3-carbaldehyde C(C1=CC=CC=C1)(C1=CC=CC=C1)[C@@H]1N2C(C=3N(C1)C(=CN3)C=O)=C(C(C=C2)=O)OCC2=CC=CC=C2